C(C)(C)NCC(COC1=C(C=CC=C1)C)O (isopropylamino)-3-(o-tolyloxy)propan-2-ol